C(CCC)[S+](C1=CC=CC=C1)C1=CC=CC=C1 butyldiphenyl-sulfonium